(((S)-tetrahydrofuran-2-yl)methyl)benzamide O1[C@@H](CCC1)CC1=C(C(=O)N)C=CC=C1